N=1COC=C2C1C=CC=C2 benzo[d][1,3]oxazin